N[C@H](C(=O)N[C@H](C(=O)NC1=CC=C(C=C1)C[NH+](C)C)C)C(C)C 1-(4-((S)-2-((S)-2-amino-3-methylbutanamido)propanamido)phenyl)-N,N-dimethyl-methylammonium